C(CCCCCC)NC(OC1=CC(=CC=C1)C=1C=NC=C(C1)C=O)=O 3-(5-formylpyridin-3-yl)phenyl heptylcarbamate